9-(tert-butoxycarbonyl)-14-(3-((tert-butoxycarbonyl)amino)propyl)-2,2-dimethyl-3-oxo-5,9,14-triazaoctadecane-18-oic acid C(C)(C)(C)OC(=O)N(CCCNCC(C(C)(C)C)=O)CCCCN(CCCC(=O)O)CCCNC(=O)OC(C)(C)C